[Sn].[In].[O] oxygen Indium tin